FC(C1=C(C(C2=CC=CC=C2)OC2CN(C2)C(=O)NC(C)CC)C=CC=C1)(F)F 3-[2-(trifluoromethyl)benzhydryloxy]-N-(sec-butyl)azetidine-1-carboxamide